P(OCCCCCCCCCCCCC)([O-])[O-] tridecyl Phosphite